4-nitro-N-((4-nitrophenyl)sulfonyl)benzenesulfonamide [N+](=O)([O-])C1=CC=C(C=C1)S(=O)(=O)NS(=O)(=O)C1=CC=C(C=C1)[N+](=O)[O-]